C1(=CC=CC2=CC=CC=C12)C1=C(C(=O)N)C=CC=N1 (naphthalen-1-yl)nicotinamide